CC1=CC(=NN1)NC1=NC(=NC(=C1)N1CCNCC1)NC1CC2CCC(C1)N2CCC#N 3-((3-Exo)-3-((4-((5-methyl-1H-pyrazol-3-yl)amino)-6-(piperazin-1-yl)pyrimidin-2-yl)amino)-8-azabicyclo[3.2.1]oct-8-yl)propionitrile